OC=1C=CC=C2C=CC(=NC12)CN(CC1=CC=C(C=C1)CNCC1=NC=CC=C1)C1CCCCC=2C1=NC=CC2 N-[(8-hydroxy)-2-quinolylmethyl]-N'-(2-pyridinylmethyl)-N-(6,7,8,9-tetrahydro-5H-cyclohepta[b]pyridin-9-yl)-1,4-benzenedimethanamine